BrC1=NN(C(=C1)\C(\C)=C\C(C)(S(=O)N)C)C[C@H](C)O[Si](C)(C)C(C)(C)C ((E)-1-(3-bromo-1-((S)-2-((tert-butyldimethylsilyl)oxy)propyl)-1H-pyrazol-5-yl)ethylidene)-2-methylpropane-2-sulfinamide